(2R)-2-[[(2R)-2-(tert-butoxycarbonylamino)-3-phenyl-propionyl]amino]-5-fluoro-pentanoic acid C(C)(C)(C)OC(=O)N[C@@H](C(=O)N[C@@H](C(=O)O)CCCF)CC1=CC=CC=C1